4-Methoxy-5-{2-[2-(5-methoxychinolin-8-sulfonamido)phenyl]ethynyl}pyridin COC1=CC=NC=C1C#CC1=C(C=CC=C1)NS(=O)(=O)C=1C=CC(=C2C=CC=NC12)OC